3-isobutyl-5-methylcyclohexanone C(C(C)C)C1CC(CC(C1)C)=O